4-(2,6-Dichloro-4-nitrophenoxy)-2-(allyl)phenol ClC1=C(OC2=CC(=C(C=C2)O)CC=C)C(=CC(=C1)[N+](=O)[O-])Cl